Stearyl-Glucose C(CCCCCCCCCCCCCCCCC)C(=O)[C@H](O)[C@@H](O)[C@H](O)[C@H](O)CO